N1CC[C@H](CCC1)N(C1=CN=C(N=N1)C1=C(C=C(C=C1)N1C=NC=C1)O)C (S)-2-(6-(azepan-4-yl(methyl)amino)-1,2,4-triazin-3-yl)-5-(1H-imidazol-1-yl)phenol